N-[5-(3-methoxy-4-pyridyl)pyrazolo[1,5-a]pyridin-2-yl]cyclopropanecarboxamide COC=1C=NC=CC1C1=CC=2N(C=C1)N=C(C2)NC(=O)C2CC2